5-aminopentyl alpha-D-glucopyranosyl-(1->3)-alpha-D-glucopyranoside [C@H]1([C@H](O)[C@@H](O)[C@H](O)[C@H](O1)CO)O[C@@H]1[C@H]([C@@H](OCCCCCN)O[C@@H]([C@H]1O)CO)O